CN1CCC(CC1)C(=O)C1=CC=CC(=N1)NC(C1=CC=CC=C1)=O N-[6-(1-Methyl-piperidine-4-carbonyl)-pyridin-2-yl]-benzamide